FC(C=1C=C(C=C(C1)C(F)(F)F)[C@@H](C)O)(F)F (R)-3,5-bis(trifluoromethyl)-phenylethanol